S1C=CC2=C1C=CC(=C2)NC2=NC(=NC=C2)NC2=CC(=C(C=C2)OCCCN2CCCCC2)OC 4-(1-benzothiophen-5-ylamino)-2-[3-methoxy-4-(3-piperidinopropoxy)phenylamino]pyrimidine